O=CC=CNC=1C=2N=CN([C@H]3C[C@H](O)[C@@H](CO)O3)C2N=CN1 N6-(3-oxo-1-propenyl)-2'-deoxyadenosine